2,4-dimethoxybenzylamine COC1=C(CN)C=CC(=C1)OC